C(C)N1C(NC2=CC(=CC(=C2C1=O)F)CN1CCN(CC1)C=1C=CC(=NC1Cl)C(=O)NC)=O 5-(4-((3-ethyl-5-fluoro-2,4-dioxo-1,2,3,4-tetrahydroquinazolin-7-yl)methyl)piperazin-1-yl)-6-chloro-N-methylpyridinecarboxamide